ClC=1C=C(C=CC1F)N(C(=O)N1CCOCC1)CC1=CC=C(C=C1)C(NO)=O N-(3-chloro-4-fluorophenyl)-N-(4-(hydroxycarbamoyl)benzyl)morpholine-4-carboxamide